(trimethylsilyl)[3-(triethoxysilyl)propyl]sulfide C[Si](C)(C)SCCC[Si](OCC)(OCC)OCC